CN(C/C=C/C(=O)NC1=CC=C(C=C1)C(=O)N1C[C@H]([C@H](C1)C)NC1=NC=CC(=N1)C=1C(=NN2C1C(=CC=C2)OC)C2=CC=CC=C2)C (E)-4-(dimethylamino)-N-(4-((3S,4S)-3-((4-(4-methoxy-2-phenylpyrazolo[1,5-a]pyridin-3-yl)pyrimidin-2-yl)amino)-4-methylpyrrolidine-1-carbonyl)phenyl)but-2-enamide